5-(5-(1-((1R,2R,3R,5R)-2-fluoro-8-azabicyclo[3.2.1]oct-6-en-3-yl)vinyl)-1,3,4-thiadiazol-2-yl)-2-(4-methyl-2H-1,2,3-triazol-2-yl)pyridin-4-ol F[C@H]1[C@H]2C=C[C@@H](C[C@@H]1C(=C)C1=NN=C(S1)C=1C(=CC(=NC1)N1N=CC(=N1)C)O)N2